6-bromo-4-fluoro-3-isopropyl-3H-imidazo[4,5-c]pyridine BrC1=CC2=C(C(=N1)F)N(C=N2)C(C)C